3-chloro-4-(4-morpholinyl)aniline ClC=1C=C(N)C=CC1N1CCOCC1